N-[(3S,4S)-1-(2-methoxyethyl)-3-methyl-4-piperidyl]-6-{3-[2-(difluoromethyl)-4-mesylphenylamino]-1-propynyl}-1-(2,2,2-trifluoroethyl)-1H-1,3-benzimidazole-4-carboxamide COCCN1C[C@@H]([C@H](CC1)NC(=O)C1=CC(=CC=2N(C=NC21)CC(F)(F)F)C#CCNC2=C(C=C(C=C2)S(=O)(=O)C)C(F)F)C